CC(CN)(CN)C dimethylpropan-1,3-diamine